2-[2-[2-[tert-butyl(di-phenyl)silyl]oxyethoxy]ethoxy]ethanol C(C)(C)(C)[Si](OCCOCCOCCO)(C1=CC=CC=C1)C1=CC=CC=C1